BrC1=C2CCN(C2=CC=C1)CCCN1CCC(CC1)F 4-Bromo-1-(3-(4-fluoropiperidin-1-yl)propyl)indoline